C1(CC1)OC1=CC(=NC(=N1)C(C)(F)F)NC1=CC(=NC=C1OC([2H])([2H])[2H])NC(C)=O N-(4-((6-cyclopropoxy-2-(1,1-difluoroethyl)pyrimidin-4-yl)amino)-5-(methoxy-d3)pyridin-2-yl)acetamide